C1(=CC=CC=C1)CCCCCCC1=C(C=CC=C1)B(O)O (6-phenylhexyl)phenylboronic acid